(3R,5R)-1-cyano-5-methylpyrrolidin C(#N)N1CCC[C@H]1C